carbon monofluoride [C]F